2-(5-fluoro-3-oxo-2,3-dihydro-1H-inden-1-ylidene)malononitrile FC=1C=C2C(CC(C2=CC1)=C(C#N)C#N)=O